N-(benzo[d][1,2]thiazepine-3-yl)-4-phenylbenzamide C1=NS(C=CC2=C1C=CC=C2)NC(C2=CC=C(C=C2)C2=CC=CC=C2)=O